6-hexyl-dodeca-4-enoic acid ethyl ester C(C)OC(CCC=CC(CCCCCC)CCCCCC)=O